C(=O)C=1OC(=CC1)B(O)O 2-Formylfuran-5-boronic acid